ClC=1C=C(C=C(C1)Cl)NC(N(C)C1=CC=2OC(C(=CC2S1)C(=O)O)=O)=O 2-(3-(3,5-dichlorophenyl)-1-methylureido)-5-oxo-5H-thieno[3,2-b]pyran-6-carboxylic acid